OP(O)OP(O)O.CCCCCCO 6-hexanol diphosphite